COC(=O)C1CC12NCCNC2.C2(=CC=CC=C2)C(=O)C2(CC2)N2N=C(C=C2)C(F)(F)F phenyl-(1-(3-trifluoromethyl-1H-pyrazol-1-yl)cyclopropyl)methanone Methyl-4,7-Diazaspiro[2.5]octane-1-carboxylate